1,1,1-tris-(hydroxyphenyl)propane OC1=C(C=CC=C1)C(CC)(C1=C(C=CC=C1)O)C1=C(C=CC=C1)O